ClC1=CC=C(C=C1)CCC1(OC1)C(C)(C)C 2-[2-(4-chlorophenyl)ethyl]-2-(1,1-dimethyl-ethyl)oxirane